5-[4-(3,5-dimethyl-1H-pyrazol-4-yl)-3-(trifluoromethyl)phenyl]-3,6-dihydro-2H-1,3,4-oxadiazin-2-one CC1=NNC(=C1C1=C(C=C(C=C1)C1=NNC(OC1)=O)C(F)(F)F)C